N1-(5-amino-2-methoxyphenyl)-N4-methylterephthalamide NC=1C=CC(=C(C1)NC(C1=CC=C(C(=O)NC)C=C1)=O)OC